ClC1=C(CS(=O)(=O)C2=NC=3N(C(N(C(C3N2C)=O)C)=O)C)C(=CC=C1)Cl 8-(2,6-dichlorobenzylsulfonyl)-1,3,7-trimethyl-1H-purine-2,6(3H,7H)-dione